3-amino-1-((1S,2S)-2-cyanocyclohexyl)-1H-pyrazole-4-carboxamide NC1=NN(C=C1C(=O)N)[C@@H]1[C@H](CCCC1)C#N